1-methyl-3-(2,2,6-trimethyl-cyclohexyl)-propyldimethyl-ammonium chloride [Cl-].CC(CCC1C(CCCC1C)(C)C)[NH+](C)C